NC=1C2=C(N=CN1)N(C(=C2C2=CC=C(C=C2)OC2=NC(=CC=C2)C)C2(CN(CC2)C(=O)OC(C)(C)C)O)C tert-butyl 3-(4-amino-7-methyl-5-{4-[(6-methylpyridin-2-yl) oxy] phenyl}-7H-pyrrolo[2,3-d]pyrimidin-6-yl)-3-hydroxypyrrolidine-1-carboxylate